3-((3-exo)-3-((7-((1-methyl-1H-1,2,4-triazol-3-yl)amino)-1,6-naphthyridin-5-yl)amino)-8-azabicyclo[3.2.1]octan-8-yl)propionitrile CN1N=C(N=C1)NC1=NC(=C2C=CC=NC2=C1)NC1CC2CCC(C1)N2CCC#N